rac-terpinen-4-ol CC1=CC[C@](C(C)C)(O)CC1 |r|